BrC1=CC=C(C=C1)C=1C(=NC=NC1OCCOC1=NC=C(C=N1)Br)S(=O)(=O)N {5-(4-bromo-phenyl)-6-[2-(5-bromo-pyrimidin-2-yloxy)-ethoxy]-pyrimidin-4-yl}-sulfonamide